ethyl N-(ethoxycarbonyl)-N-hexylleucinate C(C)OC(=O)N([C@@H](CC(C)C)C(=O)OCC)CCCCCC